N4,N4,N7,N7-tetraphenylbenzo[C][1,2,5]thiadiazole-4,7-diamine C1(=CC=CC=C1)N(C1=CC=C(C2=NSN=C21)N(C2=CC=CC=C2)C2=CC=CC=C2)C2=CC=CC=C2